C(#N)C1=C(C=CC=C1)[C@H]([C@H](C)C=1N(C(C(=C(N1)C(=O)NC=1C=NOC1)O)=O)C)C=1C=NN(C1)CCN(C)C 2-((1s,2s)-1-(2-cyanophenyl)-1-(1-(2-(dimethylamino)ethyl)-1H-pyrazol-4-yl)propan-2-yl)-5-hydroxy-N-(isoxazol-4-yl)-1-methyl-6-oxo-1,6-dihydropyrimidine-4-carboxamide